(4-(cyclopropylamino)piperidin-1-yl)-N-(8-(guanidinomethyl)-6-methylimidazo[1,2-a]pyrazin-2-yl)-2-methyl-2H-indazole-7-carboxamide bis(2,2,2-trifluoroacetate) FC(C(=O)O)(F)F.FC(C(=O)O)(F)F.C1(CC1)NC1CCN(CC1)C=1N(N=C2C(=CC=CC12)C(=O)NC=1N=C2N(C=C(N=C2CNC(=N)N)C)C1)C